NC1(CC1)C(=O)[O-] aminocyclopropane-formate